methyl (S)-2-(3-((6-((1-(3-(tert-butyl)phenyl)ethyl)carbamoyl)-2-methyl-1-neopentyl-1H-indol-3-yl)methyl)phenoxy)-2-methylpropanoate C(C)(C)(C)C=1C=C(C=CC1)[C@H](C)NC(=O)C1=CC=C2C(=C(N(C2=C1)CC(C)(C)C)C)CC=1C=C(OC(C(=O)OC)(C)C)C=CC1